1-(4-ethoxypiperidine-1-carbonyl)piperidin C(C)OC1CCN(CC1)C(=O)N1CCCCC1